ClC=1C=C(C=C(C1F)N1C[C@@H](CC1)OC)[C@H]1[C@@H](C1)C=1C=NC(=NC1)C1=NC=CC=N1 trans-5-(2-(3-Chloro-4-fluoro-5-((R)-3-methoxypyrrolidin-1-yl)phenyl)cyclopropyl)-2,2'-bipyrimidine